C(CN([C@@H](CCC(=O)O)C(=O)O)CC(=O)O)(=O)O L-Glutamic acid, N,N-diacetic acid